5-cyano-N-[(1R)-1-[3-nitro-5-(trifluoromethyl)phenyl]ethyl]-6-oxo-1-phenyl-pyridazine-3-carboxamide C(#N)C1=CC(=NN(C1=O)C1=CC=CC=C1)C(=O)N[C@H](C)C1=CC(=CC(=C1)C(F)(F)F)[N+](=O)[O-]